8-chloro-3-fluoro-1,5-naphthyridine ClC=1C=CN=C2C=C(C=NC12)F